CC1(C=CC=C1)[Ti](C1=C(C(=CC=C1F)N(CCCCCC)CC(CC)(C)C)F)(C1=C(C(=CC=C1F)N(CCCCCC)CC(CC)(C)C)F)C1(C=CC=C1)C bis(methylcyclopentadienyl)bis[2,6-difluoro-3-(N-hexyl-2,2-dimethylbutylamino)phenyl]titanium